7-{3-[(1H-imidazol-2-yl)carbamoyl]azetidin-1-yl}-5-methyl-4-oxo-1-(1,3-thiazol-2-yl)-1,4-dihydro-1,8-naphthyridine-3-carboxylic acid N1C(=NC=C1)NC(=O)C1CN(C1)C1=CC(=C2C(C(=CN(C2=N1)C=1SC=CN1)C(=O)O)=O)C